FC1=C(C(=CC=C1)C=1OC=CN1)C(=O)N1[C@@H]2[C@@H](C[C@H](C1)C2)OC2=NC=C(C=C2)C(F)(F)F (2-fluoro-6-(oxazol-2-yl)phenyl)((1S,4R,6R)-6-((5-(trifluoromethyl)pyridin-2-yl)oxy)-2-azabicyclo[2.2.1]heptan-2-yl)methanone